(2S,4R)-N-((1H-pyrrolo[3,2-c]pyridin-2-yl)methyl)-4-(difluoromethoxy)-1-((9-hydroxy-9-methyl-9H-fluorene-3-carbonyl)glycyl)pyrrolidine-2-carboxamide N1C(=CC=2C=NC=CC21)CNC(=O)[C@H]2N(C[C@@H](C2)OC(F)F)C(CNC(=O)C=2C=CC=1C(C3=CC=CC=C3C1C2)(C)O)=O